3-{[3-fluoro-2-(methylaminosulfonylamino)-4-pyridyl]methyl}-4-methyl-7-(3-pyridazinyloxy)-3,4-dihydro-2H-1-oxa-3,5-diazanaphthalen-2-one FC=1C(=NC=CC1CN1C(OC2=CC(=CN=C2C1C)OC=1N=NC=CC1)=O)NS(=O)(=O)NC